C(=C)C(C(=O)O)C1=CC=CC=C1.C(C)(=O)OC1=CC=C(C=C1)C=C 4-vinylphenyl acetate (vinylphenyl acetate)